FC(C1=NC(=NO1)C=1C=C2CCC(C2=CC1)NC(=O)NC1=CC=CC=C1)F 1-(5-(5-(difluoromethyl)-1,2,4-oxadiazol-3-yl)-2,3-dihydro-1H-inden-1-yl)-3-phenylurea